6-(4-(3,6-diazabicyclo[3.2.0]heptan-3-yl)-6-chloro-8-fluoro-2-(((2R,7aR)-2-fluorotetrahydro-1H-pyrrolizin-7a(5H)-yl)methoxy)quinazolin-7-yl)-4-methyl-5-(trifluoromethyl)pyridin-2-amine C12CN(CC2NC1)C1=NC(=NC2=C(C(=C(C=C12)Cl)C1=C(C(=CC(=N1)N)C)C(F)(F)F)F)OC[C@@]12CCCN2C[C@@H](C1)F